2-(5-(trifluoromethyl)pyrimidin-2-yl)-2,5-diazabicyclo[2.2.1]heptane hydrochloride Cl.FC(C=1C=NC(=NC1)N1C2CNC(C1)C2)(F)F